tert-Butyl 6-(methylsulfonyl)-2-azaspiro[3.3]heptane-2-carboxylate CS(=O)(=O)C1CC2(CN(C2)C(=O)OC(C)(C)C)C1